benzyl-guanine C(C1=CC=CC=C1)NC=1NC(C=2NC=NC2N1)=O